C(C)(C)(C)OC(=O)NCC=1C(=CC(=NC1)C1=CC=C(C=C1)F)C=1N(C=CN1)CC(=O)OCC ethyl 2-(2-(5-(((tert-butoxycarbonyl)amino)methyl)-2-(4-fluorophenyl)pyridin-4-yl)-1H-imidazol-1-yl)acetate